6-chloro-N-(4-(4,4-difluoropiperidin-1-yl)pyrimidin-2-yl)-4-(6-azaspiro[2.5]octan-6-yl)nicotinamide ClC1=NC=C(C(=O)NC2=NC=CC(=N2)N2CCC(CC2)(F)F)C(=C1)N1CCC2(CC2)CC1